tert-butyl 4-((1-(3-(2,6-dioxopiperidin-3-yl)-1-methyl-1H-indazol-7-yl)piperidin-4-yl)methyl)-3,3-dimethylpiperazine-1-carboxylate O=C1NC(CCC1C1=NN(C2=C(C=CC=C12)N1CCC(CC1)CN1C(CN(CC1)C(=O)OC(C)(C)C)(C)C)C)=O